BrC=1C=C(C(=O)N[C@@H](C)C2=NC=NN2C2=NC=NC(=C2)N=S(=O)(C)C)C=C(C1)C(F)(F)F (S)-3-bromo-N-(1-(1-(6-((dimethyl(oxo)-λ6-sulfaneylidene)amino)pyrimidin-4-yl)-1H-1,2,4-triazol-5-yl)ethyl)-5-(trifluoromethyl)benzamide